6-[4-[acetyl-[2-(ethoxycarbonylamino)ethyl]amino]-3-methyl-phenyl]pyridine-3-carboxylic acid C(C)(=O)N(C1=C(C=C(C=C1)C1=CC=C(C=N1)C(=O)O)C)CCNC(=O)OCC